C(C)(C)(C)OC(CBr)=O t-butylbromo-acetate